[C@@H]12OC[C@@H](N(C1)C1=C(C=C(C(=C1)OC)NC1=NC=NC(=C1)N1OCC[C@@H]1C1=CC(=CC(=C1)F)F)NC(C=C)=O)C2 N-(2-((1S,4S)-2-oxa-5-azabicyclo[2.2.1]heptane-5-yl)-5-((6-((R)-3-(3,5-difluorophenyl)isoxazolidine-2-yl)pyrimidine-4-yl)amino)-4-methoxyphenyl)acrylamide